[Br-].C(CCC)N1CN(C2=C1C=CC=C2)CCCC 1,3-dibutylbenzimidazole bromide